FCC12OCC(C1)(C2)/N=C/C=2C(=NC(=CC2)OC(C)C)[N+](=O)[O-] (E)-N-(1-(fluoromethyl)-2-oxabicyclo[2.1.1]hex-4-yl)-1-(6-isopropoxy-2-nitropyridin-3-yl)methyleneamine